BrC1=C2C(N(C(=NC2=CC=C1)[C@H](CC1=CC(=CC(=C1)F)F)NC(OC(C)(C)C)=O)C=1C=CC(=C2C(=NN(C12)C)N(S(=O)(=O)C)CC1=CC=C(C=C1)OC)Cl)=O tert-butyl (S)-(1-(5-bromo-3-(4-chloro-3-(N-(4-methoxybenzyl)methylsulfonamido)-1-methyl-1H-indazol-7-yl)-4-oxo-3,4-dihydroquinazolin-2-yl)-2-(3,5-difluorophenyl)ethyl)carbamate